C(C)OC(=O)C1=CC(=NC=C1Cl)O 5-chloro-2-hydroxy-pyridine-4-carboxylic acid ethyl ester